C(C1=CC=CC=C1)OC1=CC=C(C=C1)CC(=O)NCCCN1CCN(CC1)CCCNC(CC1=CC=C(C=C1)OCC1=CC=CC=C1)=O 2-(4-Benzyloxyphenyl)-N-[3-[4-[3-[[2-(4-benzyloxyphenyl)acetyl]amino]propyl]piperazin-1-yl]propyl]acetamide